BrC=1C=C(C(=NC1)NS(=O)(=O)C1=CC=C(C=C1)C)OC N-(5-bromo-3-methoxypyridin-2-yl)-4-methylbenzenesulfonamide